(2S,4R)-1-[(2R) or (2S)-2-(1H-1,3-benzodiazol-1-yl)propanoyl]-4-fluoro-N-[(S)-[3-fluoro-4-(1-methylcyclopropyl)phenyl](phenyl)methyl]pyrrolidine-2-carboxamide N1(C=NC2=C1C=CC=C2)[C@@H](C(=O)N2[C@@H](C[C@H](C2)F)C(=O)N[C@@H](C2=CC=CC=C2)C2=CC(=C(C=C2)C2(CC2)C)F)C |o1:9|